1-bromo-3-chloro-1,3-disilacyclobutane Br[SiH]1C[SiH](C1)Cl